(2S,4R)-1-((R)-10-((6-oxo-4-phenylpyrimidin-1(6H)-yl)methyl)-7-azaspiro[4.5]decane-7-carbonyl)-2-phenylpiperidine-4-carboxylic acid methyl ester COC(=O)[C@H]1C[C@H](N(CC1)C(=O)N1CC2(CCCC2)[C@@H](CC1)CN1C=NC(=CC1=O)C1=CC=CC=C1)C1=CC=CC=C1